tert-butyl 4-[3-[[(1R)-1-[3-methoxy-5-(1-methylpyrazol-4-yl)phenyl]ethyl]carbamoyl]-4-methyl-phenyl]piperazine-1-carboxylate COC=1C=C(C=C(C1)C=1C=NN(C1)C)[C@@H](C)NC(=O)C=1C=C(C=CC1C)N1CCN(CC1)C(=O)OC(C)(C)C